tert-butyl 4-[[2,3-dichloro-6-(prop-2-en-1-yloxy)phenyl](hydroxy)methyl]azepane-1-carboxylate ClC1=C(C(=CC=C1Cl)OCC=C)C(C1CCN(CCC1)C(=O)OC(C)(C)C)O